C(C)C=1C(NC2=C(N1)SC(=C2)CN2CCN(CC2)C=2N=C(SC2)C(=O)NC)=O (4-((3-ethyl-2-oxo-1,2-dihydrothieno[2,3-b]pyrazin-6-yl)methyl)piperazin-1-yl)-N-methylthiazole-2-carboxamide